2-cyclopropyl-8-methyl-3,4-dihydroquinazolin-4-one C1(CC1)C1=NC2=C(C=CC=C2C(N1)=O)C